C[C@]12C[C@H](N([C@@H]2C1)C(CNC(=O)C1=CC=C(C=C1)OC1=CC=CC=C1)=O)C(=O)N (1R,3S,5R)-5-methyl-2-{2-[(4-phenoxyphenyl)formylamino]acetyl}-2-azabicyclo[3.1.0]hexane-3-carboxamide